2-pentyl-cyclopentanone (3-hydroxy-4-methoxy-3-methyl-butyl)4-methylbenzenesulfonate OC(CCOS(=O)(=O)C1=CC=C(C=C1)C)(COC)C.C(CCCC)C1C(CCC1)=O